CCCCCC(CCCCCCC)OC(CCCCC)CCCCCCC 6-tridecyl ether